N-(2-(3-(Dimethylamino)propoxy)-5-(7'-fluoro-3'-methyl-2'-oxo-2',3'-dihydrospiro[cyclopropane-1,1'-pyrrolo[2,3-c]quinolin]-8'-yl)pyridin-3-yl)cyclopropanesulfonamide CN(CCCOC1=NC=C(C=C1NS(=O)(=O)C1CC1)C1=CC=2C3=C(C=NC2C=C1F)N(C(C31CC1)=O)C)C